Z-pyrido[1,2-a]pyrimidin-4-one N1=C2N(C(C=C1)=O)C=CC=C2